C(#N)C(C)(C)C1=CC=2N(C=C1)C(=CN2)C2=CC(=C(C(=O)NC1(CC1)CC)C(=C2)OC)OC(F)F 4-[7-(1-cyano-1-methyl-ethyl)imidazo[1,2-a]pyridin-3-yl]-2-(difluoromethoxy)-N-(1-ethylcyclopropyl)-6-methoxy-benzamide